2-((6-chloro-3-cyclopropylpyridazin-4-yl)amino)-1-fluoro-5,6,8,9,10,11-hexahydro-7H-pyrido[3',4':4,5]pyrrolo[2,3-f]isoquinolin-7-one ClC1=CC(=C(N=N1)C1CC1)NC=1N=CC=2CCC3=C(C2C1F)NC1=C3C(NCC1)=O